C(C)(C)(C)NS(=O)(=O)C=1C=C(C=CC1)NC1=NC(=NC=C1C)NC1=CC=C(C(=O)NC2=CC=C(C=C2)N2CCOCC2)C=C1 4-((4-((3-(N-(tert-butyl)sulfamoyl)phenyl)amino)-5-methylpyrimidin-2-yl)amino)-N-(4-morpholinophenyl)benzamide